3-(4-((7-((hexahydro-2,5-methanopentalen-3a(1H)-yl)amino)heptyl)thio)-1-oxoisoindolin-2-yl)piperidine-2,6-dione C1C2CC3(CC(CC13)C2)NCCCCCCCSC2=C1CN(C(C1=CC=C2)=O)C2C(NC(CC2)=O)=O